5-(trifluoromethyl)-1H-tetrazole, sodium salt [Na].FC(C1=NN=NN1)(F)F